monoisopropoxyaluminum dioleyl-ethyl-acetoacetate C(CCCCCCC\C=C/CCCCCCCC)C(C(CC(=O)[O-])=O)(CC)CCCCCCCC\C=C/CCCCCCCC.C(C)(C)O[Al+2].C(CCCCCCC\C=C/CCCCCCCC)C(C(CC(=O)[O-])=O)(CCCCCCCC\C=C/CCCCCCCC)CC